ClC1=C(C=CC(=C1)C1=C(C(=NC(=C1)C)C=1C=NC(=C(C1)N1CC2(CCN2C(C)C)CC1)OC)O)N1C(N(C=C1)C)=O 1-(2-chloro-4-(3-hydroxy-5'-(1-isopropyl-1,6-diazaspiro[3.4]octan-6-yl)-6'-methoxy-6-methyl-[2,3'-bipyridin]-4-yl)phenyl)-3-methyl-1H-imidazol-2(3H)-one